C(=O)(C=C)N1CCN(CC1)C1=C(C(=NC2=C(C=CC=C12)OC1=C(C=CC=2NN=NC21)C)C2=C1CCN(CC1=CC=C2)C)C#N 4-(4-Acrylpiperazin-1-yl)-2-(2-methyl-1,2,3,4-tetrahydroisoquinolin-5-yl)-8-((5-methyl-1H-benzo[d][1,2,3]triazol-4-yl)oxy)quinoline-3-carbonitrile